E-6-chloro-1-(3,3-difluorocyclobutyl)-1H-pyrrolo[2,3-b]pyridine-4-carbaldehyde ClC=1C=C(C2=C(N1)N(C=C2)C2CC(C2)(F)F)C=O